1-(4-(6-(4-fluorophenyl)-2-phenylimidazo[1,2-a]pyridin-8-yl)phenyl)ethan-1-one FC1=CC=C(C=C1)C=1C=C(C=2N(C1)C=C(N2)C2=CC=CC=C2)C2=CC=C(C=C2)C(C)=O